5-(1-(2,2-difluoroethyl)-1H-benzo[d]imidazol-6-yl)-4-methoxy-N-(2-oxaspiro[3.5]nonan-7-yl)pyrrolo[2,1-f][1,2,4]triazin-2-amine FC(CN1C=NC2=C1C=C(C=C2)C=2C=CN1N=C(N=C(C12)OC)NC1CCC2(COC2)CC1)F